9-([1,1'-biphenyl]-2-yl)-2-chloro-9H-carbazole C1(=C(C=CC=C1)N1C2=CC=CC=C2C=2C=CC(=CC12)Cl)C1=CC=CC=C1